tert-butyl 2-[1-(3-benzyloxycarbonyl-3,8-diazabicyclo[3.2.1]octan-8-yl)-1-methyl-ethyl]morpholine-4-carboxylate C(C1=CC=CC=C1)OC(=O)N1CC2CCC(C1)N2C(C)(C)C2CN(CCO2)C(=O)OC(C)(C)C